C(C(=C)C)(=O)OCCNC(=O)OC1=C(C2=CC=CC=C2C=C1)C1=C(C=CC2=CC=CC=C12)OC(NCCOC(C=C)=O)=O 2-[({[2'-({[2-(Acryloyloxy)ethyl]carbamoyl}oxy)-1,1'-bi-naphthyl-2-yl]oxy}carbonyl)amino]ethyl methacrylat